(1,5-dimethyl-1H-indazol-7-yl)-1-(4-(trifluoromethyl)pyridin-2-yl)-1H-pyrazole-4-sulfonamide CN1N=CC2=CC(=CC(=C12)C1=NN(C=C1S(=O)(=O)N)C1=NC=CC(=C1)C(F)(F)F)C